Cl.NC(CCCCCCC(=O)OC)CCCC methyl 8-aminododecanoate hydrochloride